P1(CCCC1)=O 1λ5-Phospholane-1-one